BrC1=CC(=NC=N1)NCC=1N=C2N(N=C(C=C2N2C(N(C(C2)=O)C)=O)C2CC2)C1 1-(2-(((6-bromopyrimidin-4-yl)amino)methyl)-6-cyclopropylimidazo[1,2-b]pyridazin-8-yl)-3-methylimidazolidine-2,4-dione